C(C)(C)(C)NS(=O)(=O)C1=C(C=CC(=C1)OCCOC)C1=CN=C(S1)[C@@H]1CC[C@H](CC1)NC(OC(C)C)=O isopropyl (trans-4-(5-(2-(N-(tert-butyl)sulfamoyl)-4-(2-methoxy ethoxy)phenyl)thiazol-2-yl)cyclohexyl)carbamate